ClC=1C=C(C=C(C1)F)N1C=C(C=2C(C(CCC12)(F)F)O)CO 1-(3-chloro-5-fluorophenyl)-5,5-difluoro-3-(hydroxymethyl)-4,5,6,7-tetrahydro-1H-indol-4-ol